(R)-3-(3-(2-((6-(3-(2-ethoxyphenoxy)piperidin-1-yl)pyrazin-2-yl)amino)pyrimidin-4-yl)phenyl)-2,2-dimethylpropanoic acid C(C)OC1=C(O[C@H]2CN(CCC2)C2=CN=CC(=N2)NC2=NC=CC(=N2)C=2C=C(C=CC2)CC(C(=O)O)(C)C)C=CC=C1